OCCOC(CCCCC(=O)O)=O adipic acid (β-hydroxyethyl) ester